FC(C1=CC2=C(N=C(N=C2)S(=O)(=O)C)C(=N1)NC(C)C)F 6-(difluoromethyl)-N-isopropyl-2-(methylsulfonyl)pyrido[3,4-d]Pyrimidine-8-amine